C(CC)(=O)C1=CC=[N+](C=C1)[O-] 4-propionylpyridine 1-oxide